8-aza-bicyclo[3.2.1]octane C12CCCC(CC1)N2